9-methyl-9-azabicyclo[3.3.1]nonan-3-one CN1C2CC(CC1CCC2)=O